(1-cyclopropylpiperidin-4-yl)-5-(trifluoromethyl)-3-azabicyclo[3.1.0]hexane-1-carboxamide C1(CC1)N1CCC(CC1)C1C2(CC2(CN1)C(F)(F)F)C(=O)N